(3-(3-(6-Bromo-7-(((S)-1-(ethylsulfonyl)pyrrolidin-3-yl)amino)-1H-imidazo[4,5-b]pyridin-2-yl)-2,5-dimethyl-1H-pyrrol-1-yl)-2-methylphenyl)(morpholino)methanon BrC=1C(=C2C(=NC1)N=C(N2)C2=C(N(C(=C2)C)C=2C(=C(C=CC2)C(=O)N2CCOCC2)C)C)N[C@@H]2CN(CC2)S(=O)(=O)CC